CN(C=1C=NC2=CC=C(N=C2C1)C=1C(=NNC1)C1=NC(=CC=C1)C)CCCN1CCOCC1 N-methyl-6-[3-(6-methyl-2-pyridyl)-1H-pyrazol-4-yl]-N-(3-morpholinopropyl)-1,5-naphthyridin-3-amine